[Si](C)(C)(C(C)(C)C)O[C@H]1[C@@H]([C@H]([C@H](C1)O[Si](C)(C)C(C)(C)C)C\C=C/CCCC(=O)O)\C=C\[C@H](COC1=CC(=CC=C1)C(F)(F)F)O[Si](C)(C)C(C)(C)C (Z)-7-((1R,2R,3R,5S)-3,5-bis(t-butyldimethylsilyloxy)-2-((R,E)-3-(t-butyldimethylsilyloxy)-4-(3-(trifluoromethyl)phenoxy)but-1-enyl)cyclopentyl)hept-5-enoic acid